2-methylpropan-2-yl 4-{6-[3-(2,4-dimethyl-1,3-thiazol-5-yl)-5-oxo-6,7-dihydro-5H-pyrrolo[4,3-b]pyridin-6-yl]-1,2-diazin-3-yl}-3-oxopiperazine-1-carboxylate CC=1SC(=C(N1)C)C=1C=C2C(=NC1)CN(C2=O)C2=CC=C(N=N2)N2C(CN(CC2)C(=O)OC(C)(C)C)=O